BrC1=C(C(=CC=2NC(COC21)=O)Cl)C 8-Bromo-6-chloro-7-methyl-2,4-dihydro-1,4-benzoxazin-3-one